(R)-1-(4-((4-([1,2,4]triazolo[1,5-a]pyridin-7-yloxy)-3-methylphenyl)amino)-6a,7,9,10-tetrahydropyrazino[1',2':4,5][1,4]oxazino[2,3-f]quinazolin-8(6H)-yl)prop-2-en-1-one N=1C=NN2C1C=C(C=C2)OC2=C(C=C(C=C2)NC2=NC=NC1=CC=C3C(=C21)OC[C@@H]2N3CCN(C2)C(C=C)=O)C